N1C(=NC2=C1C=CC=C2)CNCCC=2SC(=C(N2)C(=O)NCC2=NC=CC=C2F)C(C)C 2-{2-[(1H-1,3-Benzodiazol-2-ylmethyl)amino]ethyl}-N-[(3-fluoropyridin-2-yl)methyl]-5-(prop-2-yl)-1,3-thiazole-4-carboxamide